NC=1C=C(C=CC1)S(=O)(=O)NC1=NC(=CC(=N1)C1=C(C=CC=C1)C(C)C)OC1=CC(=CC=C1)C 3-amino-N-[4-(2-isopropylphenyl)-6-(3-methylphenoxy)pyrimidin-2-yl]benzenesulfonamide